F\C(\C(=O)OCC)=C/COC ethyl (Z)-2-fluoro-4-methoxybut-2-enoate